CC1=C(N=C(O1)C1=CC=C(C=C1)C1=CC=NC=C1)CN1CCC(CC1)C1=CC=C(C=C1)OC(F)(F)F 5-methyl-2-(4-(pyridin-4-yl)phenyl)-4-((4-(4-(trifluoromethoxy)phenyl)piperidin-1-yl)methyl)oxazole